Methyl 6-(((7-methoxy-3-(5-methylisoxazol-3-yl)-[1,2,4]triazolo[4,3-b]pyridazin-6-yl)oxy)methyl)nicotinate COC1=CC=2N(N=C1OCC1=NC=C(C(=O)OC)C=C1)C(=NN2)C2=NOC(=C2)C